FC1=C(C=CC=C1)C1=NC=CC2=C1N=C(N=C2)NC=2C=NC(=CC2)N2CCNCC2 8-(2-fluorophenyl)-N-(6-(piperazin-1-yl)pyridin-3-yl)pyrido[3,4-d]pyrimidin-2-amine